platinum tetravinyl-tetramethyl-cyclotetrasiloxane C(=C)[Si]1(O[Si](O[Si](O[Si](O1)(C)C=C)(C)C=C)(C)C=C)C.[Pt]